4-{[(cyclobutylmethyl)amino]methyl}-N-{3-[(1r,3s)-3-methyl-1-(4-methyl-1,2,4-triazol-3-yl)cyclobutyl]phenyl}thieno[2,3-b]pyridine-6-carboxamide C1(CCC1)CNCC1=C2C(=NC(=C1)C(=O)NC1=CC(=CC=C1)C1(CC(C1)C)C1=NN=CN1C)SC=C2